5-hydroxy-6-((4-((4-(morpholinomethyl)phenyl)ethynyl)-2-oxopyridin-1(2H)-yl)methyl)pyrimidin-4(3H)-one OC=1C(NC=NC1CN1C(C=C(C=C1)C#CC1=CC=C(C=C1)CN1CCOCC1)=O)=O